C(CC)S(=O)(=O)N1CC(CC1)N1C(=NC=2C1=C1C(=NC2)NC=C1)C1=C(C=CC=C1)O 2-(1-(1-(propylsulfonyl)pyrrolidin-3-yl)-1,6-dihydroimidazo[4,5-d]pyrrolo[2,3-b]pyridin-2-yl)phenol